ClC1=C(C(=CC(=C1)Cl)Cl)C1CC(=NO1)C=1N=C(SC1)C1CCN(CC1)C(COC1=NC=CN=C1C(F)(F)F)=O 1-(4-(4-(5-(2,4,6-trichlorophenyl)-4,5-dihydroisoxazol-3-yl)thiazol-2-yl)piperidin-1-yl)-2-((3-(trifluoromethyl)pyrazin-2-yl)oxy)ethan-1-one